CC=1C=C(C=CC1C)N1C(=NC=C1)C1CCCN(C1)C(C=O)(C)SC 2-(5-(3,4-dimethylphenyl-1H-imidazol-2-yl)piperidin-1-yl)-2-(methylthio)propan-1-one